5-methyl-6-(3-thiazol-5-yl-7,8-dihydro-5H-1,6-naphthyridin-6-yl)pyridine-3-carbonitrile CC=1C=C(C=NC1N1CC=2C=C(C=NC2CC1)C1=CN=CS1)C#N